C(C1=CC=CC=C1)N(C(C#C)=O)C1=C(C=CC=C1)C(=O)C1CCCC1 N-benzyl-N-(2-(cyclopentanecarbonyl)phenyl)propiolamide